COC1=C(C=CC(=C1)OC)CNC1=CN=C(N(C1=O)CC(=O)O)C1=CC=CC=C1 2-[5-[(2,4-Dimethoxyphenyl)methylamino]-6-oxo-2-phenyl-pyrimidin-1-yl]acetic acid